CC1=C(C(=CC=C1)C)C1=NC(=NC(=C1)OC[C@@H](CC(C)(C)C)NC1CC2(CC2)C1)NS(=O)(=O)C=1C=C(C(=O)O)C=CC1 3-[[4-(2,6-Dimethylphenyl)-6-[(2R)-4,4-dimethyl-2-(spiro[2.3]hexan-5-ylamino)pentoxy]pyrimidin-2-yl]sulfamoyl]benzoic acid